9-beta-glucosyl-N6-(prenyl)adenine [C@@H]1([C@H](O)[C@@H](O)[C@H](O)[C@H](O1)CO)N1C2=NC=NC(=C2N=C1)NCC=C(C)C